CN1N=CC(=C1)C=1C(NC=CN1)=O (1-methyl-1H-pyrazol-4-yl)-2-oxopyrazin